BrC1=CC2=C(C=C1)C1=CC=C(C=C1C21CCNCC1)Br 2,7-dibromospiro[fluorene-9,4'-piperidin]